1-allyl-1-chlorosilolane C(C=C)[Si]1(CCCC1)Cl